1,1-dioxo-2-(piperidin-4-yl)-1,2-thiazepin O=S1(N(CC=CC=C1)C1CCNCC1)=O